6-(4-bromo-2-ethylsulfanyl-phenyl)-7-methyl-3-(trifluoromethyl)imidazo[4,5-c]pyridazine BrC1=CC(=C(C=C1)C1=NC2=C(N=NC(=C2)C(F)(F)F)N1C)SCC